ClC1=CC=C(C=C1)N1C2=NC(=NC(=C2N=C1C=1C=NC(=CC1)C#N)N1CCC(CC1)(C(=O)N)C)N1[C@@H](CCC1)CO 1-[9-(4-chlorophenyl)-8-(6-cyano-3-pyridyl)-2-[(2S)-2-(hydroxymethyl)pyrrolidin-1-yl]purin-6-yl]-4-methyl-piperidine-4-carboxamide